(R)-tert-butyl 3-((8-fluoro-2-(((2R,7aS)-2-fluorohexahydro-1H-pyrrolizin-7a-yl)methoxy)-7-(8-formylnaphthalen-1-yl)pyrido[4,3-d]pyrimidin-4-yl)(methyl)amino)pyrrolidine-1-carboxylate FC1=C(N=CC2=C1N=C(N=C2N([C@H]2CN(CC2)C(=O)OC(C)(C)C)C)OC[C@]21CCCN1C[C@@H](C2)F)C2=CC=CC1=CC=CC(=C21)C=O